9,9-bis-(4-aminophenyl)-9H-fluorene-3,6-diol NC1=CC=C(C=C1)C1(C2=CC=C(C=C2C=2C=C(C=CC12)O)O)C1=CC=C(C=C1)N